1-pentyl-3-methylimidazole threonine salt N[C@@H]([C@H](O)C)C(=O)O.C(CCCC)N1CN(C=C1)C